FC(N1N=CC(=C1C)NC(C1=CC(=C(C=C1)C)C#CC=1C=NC=CC1)=O)F N-[1-(difluoromethyl)-5-methyl-1H-pyrazol-4-yl]-4-methyl-3-[2-(pyridin-3-yl)ethynyl]benzamide